N-(4-((2-(1,1-difluoroethyl)-6-ethylpyrimidin-4-yl)amino)-5-(5-methyl-4,5,6,7-tetrahydropyrazolo[1,5-a]pyrazin-2-yl)pyridin-2-yl)acetamide FC(C)(F)C1=NC(=CC(=N1)NC1=CC(=NC=C1C1=NN2C(CN(CC2)C)=C1)NC(C)=O)CC